3-[(tert-Butoxycarbonyl) amino]-2,2-dimethylpropyl methanesulfonate CS(=O)(=O)OCC(CNC(=O)OC(C)(C)C)(C)C